1-[3-(dimethoxymethylsilyl)propyl]-piperazine COC(OC)[SiH2]CCCN1CCNCC1